C(C)(C)(C)OC(C)(C)C di(t-butyl) ether